6-(2-((2-(pyridin-3-ylcarbamoyl)thiophen-3-yl)oxymethyl)phenoxy)hexanoic acid N1=CC(=CC=C1)NC(=O)C=1SC=CC1OCC1=C(OCCCCCC(=O)O)C=CC=C1